4-(5-bromo-1-((2-(trimethylsilyl)ethoxy)methyl)-1H-pyrazol-3-yl)-3-cyclopropylpyridine BrC1=CC(=NN1COCC[Si](C)(C)C)C1=C(C=NC=C1)C1CC1